2,5-dimethylbiguanide CN=C(N)NC(=N)NC